Cl.CC1=C(CN2C(CNCC2)=O)C=CC(=C1)C=1C=2N(C=C(N1)C=1C=NN(C1)C)N=CC2 1-(2-methyl-4-(6-(1-methyl-1H-pyrazol-4-yl)pyrazolo[1,5-a]pyrazin-4-yl)benzyl)piperazin-2-one hydrochloride